N-(6-chloro-3-fluoropyridin-2-yl)-5-(4-(difluoromethoxy)phenyl)pyridazin-3-amine ClC1=CC=C(C(=N1)NC=1N=NC=C(C1)C1=CC=C(C=C1)OC(F)F)F